1-ethyl-N-{6-[(3-fluorophenyl)methyl]pyridazin-3-yl}-6-oxo-1,6-dihydropyridazine-3-carboxamide C(C)N1N=C(C=CC1=O)C(=O)NC=1N=NC(=CC1)CC1=CC(=CC=C1)F